3-(3,5-dimethoxybenzyl)-8-(4-fluoro-2-methylphenyl)-6-vinylquinazolin-4(3H)-one COC=1C=C(CN2C=NC3=C(C=C(C=C3C2=O)C=C)C2=C(C=C(C=C2)F)C)C=C(C1)OC